C(CCCCCCCCCCCCCCCCCCCCCCCCCCCCCCCCCCCCCC)(=O)OCCCCCCCCCCCCCCCCCCCCCC behenyl nonatriacontanoate